CC1C2=CNC=3N=CN=C(N(C1)[C@H]1CN(CCC1)C(\C=C\C)=O)C32 (2E)-1-[(3R)-3-(3-methyl-3,4-dihydro-1,5,6,8-tetraazaacenaphthylen-5(1H)-yl)piperidin-1-yl]but-2-en-1-one